N1(N=CN=C1)CC1N=CNC1 4-((1H-1,2,4-triazol-1-yl)methyl)-4,5-dihydroimidazole